(E)-1-(4-(6-chloro-7-(2,4-difluoro-phenyl)quinazolin-4-yl)piperazin-1-yl)-4-(dimethyl-amino)but-2-en-1-one ClC=1C=C2C(=NC=NC2=CC1C1=C(C=C(C=C1)F)F)N1CCN(CC1)C(\C=C\CN(C)C)=O